CN1C=C(C=2C1=NC=C(C2)NC(C=C)=O)C#CC2=NC=C(C=C2)C(F)(F)F N-(1-Methyl-3-((5-(trifluoromethyl)pyridin-2-yl)ethynyl)-1H-pyrrolo[2,3-b]pyridin-5-yl)acrylamide